N-(3-(3-(3-fluoro-4-(m-tolyloxy)phenyl)-2-oxo-2,3-dihydro-1H-imidazo[4,5-c]pyridin-1-yl)phenyl)acrylamide FC=1C=C(C=CC1OC=1C=C(C=CC1)C)N1C(N(C2=C1C=NC=C2)C=2C=C(C=CC2)NC(C=C)=O)=O